5-(6-((3-ethyl-2,4-dioxo-1,2,3,4-tetrahydrothieno[3,2-d]pyrimidin-6-yl)methyl)-2,6-diazaspiro[3.3]heptan-2-yl)-N-methylpicolinamide C(C)N1C(NC2=C(C1=O)SC(=C2)CN2CC1(CN(C1)C=1C=CC(=NC1)C(=O)NC)C2)=O